7-((4-(2-fluoro-6-(methylcarbamoyl)pyridin-3-yl)piperazin-1-yl)methyl)-8-methylfuro[2,3-c]quinolin-4(5H)-one FC1=NC(=CC=C1N1CCN(CC1)CC=1C(=CC=2C3=C(C(NC2C1)=O)OC=C3)C)C(NC)=O